3-aminobenzotrifluoride NC=1C=C(C=CC1)C(F)(F)F